N'-((3-ethyl-1,2,3,5,6,7-hexahydrodicyclopenta[b,e]pyridin-8-yl)carbamoyl)-2-(2-hydroxypropan-2-yl)thiazole-5-sulfonimidamide C(C)C1CCC=2C1=NC1=C(C2NC(=O)N=S(=O)(N)C2=CN=C(S2)C(C)(C)O)CCC1